C(C)(C)(C)S(=O)(=O)N S-tert-butylsulfonamide